C(=O)O.NC1=CN=NC2=CC(=CC=C12)C=1C=C(C=CC1N1CCOCC1)B(O)O [3-(4-AMINOCINNOLIN-7-YL)-4-(MORPHOLIN-4-YL)PHENYL]BORONIC ACID FORMIC ACID SALT